1-(tetrahydro-2H-pyran-2-yl)-5-(4,4,5,5-tetramethyl-1,3,2-dioxaborolan-2-yl)-1H-indazole O1C(CCCC1)N1N=CC2=CC(=CC=C12)B1OC(C(O1)(C)C)(C)C